FC1=C(C=C(C(=C1)OCC1=C(C(=CC=C1)F)C(F)(F)F)OC)C1C=2C(NC(C1)=O)=NNC2 4-(2-Fluoro-4-{[3-fluoro-2-(trifluoromethyl)phenyl]methoxy}-5-methoxyphenyl)-2H,4H,5H,6H,7H-pyrazolo[3,4-b]pyridin-6-one